N-(5-(3-(3,4-dimethoxyphenyl)ureido)benzo[d]thiazol-2-yl)benzenesulfonamide COC=1C=C(C=CC1OC)NC(NC=1C=CC2=C(N=C(S2)NS(=O)(=O)C2=CC=CC=C2)C1)=O